O=C1NC(CCC1N1C(C2=CC=CC(=C2C1)SCCOC(C(=O)O)C)=O)=O 2-(2-((2-(2,6-dioxopiperidin-3-yl)-1-oxoisoindolin-4-yl)thio)ethoxy)propanoic acid